OC=1C=C(C=CC1)N1CCN(CC1)C(=O)OCC1=CC=CC=C1 benzyl 4-(3-hydroxyphenyl)piperazine-1-carboxylate